(4aR,8aS)-6-(3-Phenylazetidine-1-carbonyl)hexahydro-2H-pyrido[4,3-b][1,4]oxazin C1(=CC=CC=C1)C1CN(C1)C(=O)N1C[C@@H]2[C@@H](OCCN2)CC1